C(OCC1=CC(=CC=C1)OC)([O-])=O 3-methoxyphenylmethyl carbonate